1-methyl-2,4-cyclohexanediamine CC1C(CC(CC1)N)N